trans-6-(4-(1-acetyl-4-acryloyl-3-(cyanomethyl)piperazin-2-yl)-6-chloropyridin-2-yl)-N-methylpyrimidine-4-carboxamide C(C)(=O)N1[C@H]([C@@H](N(CC1)C(C=C)=O)CC#N)C1=CC(=NC(=C1)Cl)C1=CC(=NC=N1)C(=O)NC